2-(8-(((1R,2R)-2-hydroxycyclohexyl)amino)pyrido[2,3-d]pyridazin-5-yl)-5-(trifluoromethyl)phenol O[C@H]1[C@@H](CCCC1)NC=1N=NC(=C2C1N=CC=C2)C2=C(C=C(C=C2)C(F)(F)F)O